C(C)OC(=O)C=1NC=C(C1NC(=O)OC(C)(C)C)CN(C)C 3-((tert-Butoxycarbonyl)amino)-4-((dimethylamino)methyl)-1H-pyrrole-2-carboxylic acid ethyl ester